FC(C(=O)O)(F)F.FC(C(=O)O)(F)F.OC=1C=CC=2C=3N(C(=NC2C1OC)NC(C1=C[N+](=CC=C1)[O-])=O)CCN3 N-(8-hydroxy-7-methoxy-2,3-dihydroimidazo[1,2-c]Quinazolin-5-yl)nicotinamide-1-oxide ditrifluoroacetate salt